FC(C1=NN=C(S1)C1=NC=C2N1C=C(C=C2N2CCN(CC2)C(=O)OC(C)(C)C)S(NC2(CC2)C)(=O)=O)F tert-butyl 4-(3-(5-(difluoromethyl)-1,3,4-thiadiazol-2-yl)-6-(N-(1-methylcyclopropyl)sulfamoyl)imidazo[1,5-a]pyridin-8-yl)piperazine-1-carboxylate